N1-(4-(4-(3-FLUORO-6,7-DIHYDRO-5H-PYRROLO[3,4-B]PYRIDINE-6-CARBOXAMIDO)PHENYL)BICYCLO[2.2.2]OCTAN-1-YL)-N2-(2-HYDROXY-2-METHYLPROPYL)OXALAMIDE FC=1C=C2C(=NC1)CN(C2)C(=O)NC2=CC=C(C=C2)C21CCC(CC2)(CC1)NC(C(=O)NCC(C)(C)O)=O